ClC1=CC(=C(C=N1)C(=O)N1CC(C1)CS(=O)(=O)C)NC(C)C (6-chloro-4-(isopropylamino)pyridin-3-yl)(3-((methylsulfonyl)methyl)azetidin-1-yl)methanone